C(C)(C)(C)OOC1(CC(CC(C1)C)(C)C)OOC(C)(C)C 1,1-bis(tert-butyl-peroxy)3,3,5-trimethylcyclohexane